[Na+].NCC(=O)NC1=CC=C(C=N1)C1=C(N(C=C1)S(N)(=O)=O)C(=O)[O-] 3-[6-[(2-aminoacetyl)amino]-3-pyridinyl]-1-sulfamoyl-pyrrole-2-carboxylic acid sodium salt